5-(((Fluoro-2,3-dihydrobenzofuran-4-yl)methyl)amino)-[1,2,4]triazole FC1OC2=C(C1)C(=CC=C2)CNC2=NC=NN2